Cl.C1(CCCC1)OC([C@@H](N)CC(=O)OC1CCCC1)=O L-aspartic acid-1,4-dicyclopentanyl ester hydrochloride